3-((4-methoxybenzyl)amino)-4-(methyl((5-(5-(trifluoromethyl)-1,2,4-oxadiazol-3-yl)pyridin-2-yl)methyl)amino)cyclobut-3-ene-1,2-dione COC1=CC=C(CNC=2C(C(C2N(CC2=NC=C(C=C2)C2=NOC(=N2)C(F)(F)F)C)=O)=O)C=C1